ClC1=C(C(=O)OC(C)(C)C)C=CC(=C1)OC1=CC=CC=2C=C(OC21)F tert-butyl 2-chloro-4-((2-fluorobenzofuran-7-yl)oxy)benzoate